1-((R)-1-(5-(8-(but-3-en-1-yloxy)imidazo[1,2-a]pyrazin-6-yl)-4-cyclopropylthiazol-2-yl)ethyl)-1-ethyl-3-((S)-7,7,7-trifluorohept-1-en-4-yl)urea C(CC=C)OC=1C=2N(C=C(N1)C1=C(N=C(S1)[C@@H](C)N(C(=O)N[C@H](CC=C)CCC(F)(F)F)CC)C1CC1)C=CN2